The molecule is an organophosphate oxoanion that is the tetraanion of beta-D-fructofuranose 2,6-bisphosphate. It has a role as a human metabolite and a Saccharomyces cerevisiae metabolite. It is a conjugate base of a beta-D-fructofuranose 2,6-bisphosphate. C([C@@H]1[C@H]([C@@H]([C@](O1)(CO)OP(=O)([O-])[O-])O)O)OP(=O)([O-])[O-]